Ethyl 4-(3-((1-(4-methoxybenzyl)-1H-1,2,3-triazol-4-yl)methyl)ureido)benzoate COC1=CC=C(CN2N=NC(=C2)CNC(NC2=CC=C(C(=O)OCC)C=C2)=O)C=C1